OC[C@H](C)NC1=NC(=CC(=C1)C=1C=C(C=CC1C)NC(=O)N1C[C@@H](CC1)CC(F)(F)F)C=1C=NN(C1)C1OCCCC1 (3S)-N-[3-(2-[[(2S)-1-hydroxypropan-2-yl]amino]-6-[1-(oxan-2-yl)pyrazol-4-yl]pyridin-4-yl)-4-methylphenyl]-3-(2,2,2-trifluoroethyl)pyrrolidine-1-carboxamide